5-(5-(azetidin-3-ylmethyl)-2,5-diazabicyclo[2.2.2]octan-2-yl)-2-(2,6-dioxopiperidin-3-yl)isoindoline-1,3-dione N1CC(C1)CN1C2CN(C(C1)CC2)C=2C=C1C(N(C(C1=CC2)=O)C2C(NC(CC2)=O)=O)=O